(R)-N-(4-(4-amino-(4-phenoxyphenyl)-1H-pyrazolo[3,4-d]pyrimidin-1-yl)cyclohexyl)-2-(dimethylamino)-pentanamide NC1=C2C(=NC=N1)N(N=C2C2=CC=C(C=C2)OC2=CC=CC=C2)C2CCC(CC2)NC([C@@H](CCC)N(C)C)=O